C(C1=CC=CC=C1)NC=1C=2N(N=C(C1)OC1CCN(CC1)C)C(=CN2)C2CC2 N-benzyl-3-cyclopropyl-6-((1-methylpiperidin-4-yl)oxy)imidazo[1,2-b]pyridazin-8-amine